3-[5-(2-hydroxy-6-methylphenyl)-2-methylthiophen-3-yl]propanoate OC1=C(C(=CC=C1)C)C1=CC(=C(S1)C)CCC(=O)[O-]